COC(=O)C=1C=C2C=C(NC2=CC1)CC1=C(C=C(C=C1)F)C(F)(F)F 2-(4-fluoro-2-(trifluoromethyl)benzyl)-1H-indole-5-carboxylic acid methyl ester